C(C)OC(=O)C=1C=NN(C1)C(C)C1=CC=CC=C1 1-(1-phenylethyl)-1H-pyrazole-4-carboxylic acid ethyl ester